FC1=C(N)C(=CC(=C1)C#CC1CCC(CC1)C1CCC(CC1)CCC)F 2,6-difluoro-4-[2-[4-(4-propylcyclohexyl)cyclohexyl]ethynyl]aniline